methyl((4-((2-butyl-4-oxo-1,3-diazaspiro[4.4]non-1-en-3-yl)methyl)-2'-(N-(4,5-dimethylisoxazol-3-yl)-N-(methoxymethyl)sulfamoyl)-[1,1'-biphenyl]-2-yl)methyl)carbamate COC(NCC1=C(C=CC(=C1)CN1C(=NC2(C1=O)CCCC2)CCCC)C2=C(C=CC=C2)S(N(COC)C2=NOC(=C2C)C)(=O)=O)=O